5-(3-chlorophenyl)-3-methyl-N-phenylpentanamide ClC=1C=C(C=CC1)CCC(CC(=O)NC1=CC=CC=C1)C